3-ethyl-3-(4-methylphenoxy)methyloxetane C(C)C1(COC1)COC1=CC=C(C=C1)C